FC1=C(C=2C3=C(NC2C=C1C=1C=CC(=NC1)OCCCOCCOCCOCCOCCOC=1C=C2C(N(C(C2=CC1)=O)C1C(NC(CC1)=O)=O)=O)C=CN=C3)F 5-((14-((5-(8,9-difluoro-5H-pyrido[4,3-b]indol-7-yl)pyridin-2-yl)oxymethyl)-3,6,9,12-tetraoxatetradecyl)oxy)-2-(2,6-dioxopiperidin-3-yl)isoindoline-1,3-dione